carbon dicarbonate C(=O)([O-])OC(=O)[O-].[C+4].C(=O)([O-])OC(=O)[O-]